5-(5-iodo-2-isopropyl-4-methoxy-phenoxy)pyrimidine-2,4-diamine IC=1C(=CC(=C(OC=2C(=NC(=NC2)N)N)C1)C(C)C)OC